rhodium-zinc [Zn].[Rh]